spiro-[indoline-2,3'-[3H]-naphtho[2,1-b][1,4]oxazine] N=1C2=C(OC3(C1)NC1=CC=CC=C1C3)C=CC3=CC=CC=C32